5-(4-hydroxyphenyl)-5-phenyl-2,4-imidazolidinedione OC1=CC=C(C=C1)C1(C(NC(N1)=O)=O)C1=CC=CC=C1